Tert-Butyl 4-(7-(((tert-butyldimethylsilyl)oxy)methyl)-1-methyl-2,3-dioxo-2,3-dihydropyrido[2,3-b]pyrazine-4(1H)-yl)piperidine-1-carboxylate [Si](C)(C)(C(C)(C)C)OCC1=CC2=C(N(C(C(N2C)=O)=O)C2CCN(CC2)C(=O)OC(C)(C)C)N=C1